1-benzyl 4-methyl (S)-azepane-1,4-dicarboxylate N1(CC[C@H](CCC1)C(=O)OC)C(=O)OCC1=CC=CC=C1